COC1=CC(=NC=C1C(=O)NCC=1C=CC(=NC1)C1=CC=C(C(=O)OCC)C=C1)N1N=CC=C1 Ethyl 4-(5-((4-methoxy-6-(1H-pyrazol-1-yl)nicotinamido)methyl)pyridin-2-yl)benzoate